((tetrahydro-2H-pyran-4-yl)amino)quinolin-7-ol O1CCC(CC1)NC1=NC2=CC(=CC=C2C=C1)O